C(C)(C)(C)OC(=O)C1=NC(=NC=C1)C 2-Methylpyrimidine-4-carboxylic acid tert-butyl ester